C(C)(C)(C)OC(=O)N1CCC(CC1)C=1SC(=C(N1)C1=C(C(=CC=C1)NS(N(C)CC)(=O)=O)F)C1=NC(=NC=C1)Cl.C(C)[N+](C)(CCCOC)CC diethyl-(3-methoxypropyl)methylammonium tert-butyl-4-[5-(2-chloropyrimidin-4-yl)-4-(3-{[ethyl(methyl)sulfamoyl]amino}-2-fluorophenyl)-1,3-thiazol-2-yl]piperidine-1-carboxylate